COC1=C(C=C(C=C1)C1(CC(C1)OC)COC)S(=O)(=O)NC(=O)C1=NC2=CC=CC(=C2C=C1)C1=NC=CC=C1 N-((2-methoxy-5-((1s,3s)-3-methoxy-1-(methoxymethyl)cyclobutyl)phenyl)sulfonyl)-5-(pyridin-2-yl)quinoline-2-carboxamide